4-(6-(3-(3-methoxyphenyl)-1H-pyrazol-1-yl)-2-(2-(4-methylthiazol-5-yl)ethoxy)pyrimidin-4-yl)morpholine COC=1C=C(C=CC1)C1=NN(C=C1)C1=CC(=NC(=N1)OCCC1=C(N=CS1)C)N1CCOCC1